C(C)OC(=O)C1=C(C=2C(=CN=CC2)S1)O.ClC=1C=C(C=C(C1C1=NC2=C(N1C[C@H]1CNCCO1)C=CC(=C2)C)F)N2C(CCC2)=O (R)-1-(3-chloro-5-fluoro-4-(5-methyl-1-(morpholin-2-ylmethyl)-1H-benzo[d]imidazol-2-yl)phenyl)pyrrolidin-2-one Ethyl-3-hydroxythieno[2,3-c]pyridine-2-carboxylate